3-(4-methoxyphenyl)-4H-pyrimido[4,5-d]pyrimidin-2-one COC1=CC=C(C=C1)N1C(NC2=NC=NC=C2C1)=O